[N+](=O)([O-])C=1C=C2C(NC=NC2=CC1)=O 6-nitroquinazolin-4(3H)-one